1,2-diiodo-4-dimethylaminobenzene IC1=C(C=C(C=C1)N(C)C)I